CN1N=CC2=CC=C(C(=C12)C)N 1,7-dimethyl-1H-indazol-6-amine